3-(1-(4-(hydroxycarbamoyl)benzyl)-2,4-dioxo-1,2-dihydroquinazolin-3(4H)-yl)-1,1-dimethylpiperidin-1-ium ONC(=O)C1=CC=C(CN2C(N(C(C3=CC=CC=C23)=O)C2C[N+](CCC2)(C)C)=O)C=C1